C(CC)S(=O)(=O)N1CCN(CC1)CC1=CC=CC2=C1OCC(N2)=O 8-((4-(n-propylsulfonyl)piperazin-1-yl)methyl)-2H-benzo[b][1,4]oxazin-3(4H)-one